(4-methoxypiperidin-1-yl)but-2-en-1-one COC1CCN(CC1)C(C=CC)=O